5-((2-(1H-imidazol-4-yl)ethyl)amino)-8-chloro-1-(2,6-dichlorophenyl)-2-methyl-1,6-naphthyridin-4(1H)-one N1C=NC(=C1)CCNC1=C2C(C=C(N(C2=C(C=N1)Cl)C1=C(C=CC=C1Cl)Cl)C)=O